CC1=NC(=C(C=C1S(=O)(=O)N)C)C 2,5,6-trimethylpyridine-3-sulfonamide